N-phenyl-N'-(1,4-dimethylpentyl)p-phenylenediamine C1(=CC=CC=C1)NC1=CC=C(C=C1)NC(CCC(C)C)C